1-(3-(((2-(7,8-Dimethyl-[1,2,4]triazolo[4,3-a]pyridin-6-yl)-3-isopropyl-1H-indol-5-yl)oxy)methyl)azetidin-1-yl)-2-methylpropan-2-ol CC1=C(C=2N(C=C1C=1NC3=CC=C(C=C3C1C(C)C)OCC1CN(C1)CC(C)(O)C)C=NN2)C